trans-2-(2,6-dioxopiperidin-3-yl)-4-(4-((1-((1S)-2-fluoro-1-hydroxy-7-(methylsulfonyl)-2,3-dihydro-1H-inden-4-yl)piperidin-4-yl)methyl)piperazin-1-yl)isoindoline-1,3-dione O=C1NC(CCC1N1C(C2=CC=CC(=C2C1=O)N1CCN(CC1)CC1CCN(CC1)C1=C2C[C@@H]([C@H](C2=C(C=C1)S(=O)(=O)C)O)F)=O)=O